C(C1=CC=CC=C1)O[C@H]1C[C@@H]2COC3=C(C(N2C1)=O)C(=CC(=C3)C)O (2S,11aR)-2-(benzyloxy)-6-hydroxy-8-methyl-2,3,11,11a-tetrahydro-1H,5H-benzo[f]pyrrolo[2,1-c][1,4]Oxazepine-5-one